gamma-thiocarbonyl-butyrolactone C(=S)=C1CCC(=O)O1